COCC=1C=C(C=CC1)C1=NN(C=C1)C1=CC(=NC(=N1)OCCC=1C=NN(C1)C)N1CCOCC1 4-(6-(3-(3-(methoxymethyl)phenyl)-1H-pyrazol-1-yl)-2-(2-(1-methyl-1H-pyrazol-4-yl)ethoxy)pyrimidin-4-yl)morpholine